C(C)(C)(C)OC(=O)C=1C=NN(C1)C1(CCC1)C(NC1=C(C=C(C=C1)C(F)(F)F)Cl)=O 1-(1-((2-chloro-4-(trifluoromethyl)phenyl)carbamoyl)cyclobutyl)-1H-pyrazole-4-carboxylic acid tert-butyl ester